FC(C(=O)O)(F)F.ClC1=C(C=C(C=C1)C1(CNC1)O)F 3-(4-chloro-3-fluorophenyl)-3-hydroxyazetidine trifluoroacetate salt